1-(2,2-difluoroethyl)-3-iodo-6-(2-(2-(trifluoromethyl)pyridin-4-yl)-2,6-diazaspiro[3.4]octan-6-yl)-1H-pyrazolo[3,4-d]pyrimidine FC(CN1N=C(C=2C1=NC(=NC2)N2CC1(CN(C1)C1=CC(=NC=C1)C(F)(F)F)CC2)I)F